5-[(3R,9aS)-8-[2-chloro-3-(3-fluoro-1H-pyrazol-4-yl)benzoyl]-3,4,6,7,9,9a-hexahydro-1H-pyrazino[2,1-c][1,4]oxazin-3-yl]-2-fluoro-benzonitrile ClC1=C(C(=O)N2C[C@H]3CO[C@@H](CN3CC2)C=2C=CC(=C(C#N)C2)F)C=CC=C1C=1C(=NNC1)F